C1(CC1)C1=C(C(=NO1)C1=C(C=CC=C1Cl)Cl)CO[C@H]1[C@@H]2CN([C@H](C1)C2)C=2SC1=C(N2)C(=CC(=C1)C(=O)O)OC(F)(F)F 2-[(1S,4S,5R)-5-{[5-cyclopropyl-3-(2,6-dichlorophenyl)-1,2-oxazol-4-yl]methoxy}-2-azabicyclo[2.2.1]heptan-2-yl]-4-(trifluoromethoxy)-1,3-benzothiazole-6-carboxylic acid